C1N(CCC2=CC=CC=C12)CC1=CC(C(=CO1)OC(C)C1CC2(C1)CCN(CC2)C(=O)OC(C)(C)C)=O tert-Butyl 2-(1-((6-((3,4-dihydroisoquinolin-2(1H)-yl)methyl)-4-oxo-4H-pyran-3-yl)oxy)ethyl)-7-azaspiro[3.5]nonane-7-carboxylate